FC(C=1C(=C(C=CC1)[C@@H](C)NC1=C2C(=C(N=N1)C)N=CC(=C2)N2C[C@H](CC2)OC)F)F N-((R)-1-(3-(difluoromethyl)-2-fluorophenyl)ethyl)-3-((S)-3-methoxypyrrolidin-1-yl)-8-Methylpyrido[2,3-d]pyridazin-5-amine